2,3-dicarboxyphenyl phenyl sulfone C1(=CC=CC=C1)S(=O)(=O)C1=C(C(=CC=C1)C(=O)O)C(=O)O